1-[5-bromo-1-(2-trimethylsilylethoxymethyl)-1,2,4-triazol-3-yl]-3-(4-chloro-1-methyl-pyrazol-3-yl)propane-1,3-dione BrC1=NC(=NN1COCC[Si](C)(C)C)C(CC(=O)C1=NN(C=C1Cl)C)=O